3-[6-(cyclopropanecarbonylamino)-3-pyridyl]-N-(4-fluoro-3-methoxy-phenyl)-N-(methoxymethyl)-7-methyl-benzimidazole-5-carboxamide C1(CC1)C(=O)NC1=CC=C(C=N1)N1C=NC2=C1C=C(C=C2C)C(=O)N(COC)C2=CC(=C(C=C2)F)OC